FC(C1=NN=C(O1)C=1C=CC(=NC1)CN1N=NC(=C1)C1(CCN(CC1)C(C)=O)F)F 1-(4-(1-((5-(5-(difluoromethyl)-1,3,4-oxadiazol-2-yl)pyridin-2-yl)methyl)-1H-1,2,3-triazol-4-yl)-4-fluoropiperidin-1-yl)ethan-1-one